C(C)(C)(C)OC(=O)NCC1=CC(=C(C=C1)NC(=O)C1=CC2=C(OCCC3=C2SC=C3)C=C1C=1C(=NC(=CC1)C(NCCC)=O)C(=O)OC)OCC(C)C methyl 3-(9-((4-(((tert-butoxycarbonyl)amino)methyl)-2-isobutoxyphenyl)carbamoyl)-4,5-dihydrobenzo[b]thieno[2,3-d]oxepin-8-yl)-6-(propylcarbamoyl)picolinate